methyl 2-(4-(benzo[d]thiazol-2-ylmethyl)piperazin-1-yl)-4-isobutylbenzoate S1C(=NC2=C1C=CC=C2)CN2CCN(CC2)C2=C(C(=O)OC)C=CC(=C2)CC(C)C